CNC[C@@H](CN1N=CC(=C1)C=1N=C(C=2N(C1)N=CC2)C=2C=NN(C2)C(CC)CC)O (S)-1-(methylamino)-3-(4-(4-(1-(pentan-3-yl)-1H-pyrazol-4-yl)pyrazolo[1,5-a]pyrazin-6-yl)-1H-pyrazol-1-yl)propan-2-ol